3-methyl-1-butyne-3-ol CC(C#C)(C)O